N1CCC(CC1)CCOC[C@@H]1C[C@@H](CC1)NC(OC(C)(C)C)=O tert-butyl N-[(1R,3S)-3-{[2-(piperidin-4-yl)ethoxy]methyl}cyclopentyl]carbamate